COC=1C(=C(O[C@@H]2O[C@@H]([C@H]([C@@H]([C@H]2NC(C)=O)O)O)CO)C=C(C1)OC)C(C=CC1=CC=C(C=C1)OC)=O N-[(2S,3R,4R,5S,6R)-2-[3,5-Dimethoxy-2-[3-(4-methoxyphenyl)prop-2-enoyl]phenoxy]-4,5-dihydroxy-6-(hydroxymethyl)oxan-3-yl]acetamide